NC1=NC(=C(C(=N1)NCCCC)CC=1C=C(C=CC1OC)CC#N)C 2-(3-((2-amino-4-(butylamino)-6-methylpyrimidin-5-yl)methyl)-4-methoxyphenyl)acetonitrile